N1(C=NC=C1)CCOC1=C(C=C(C(=O)[O-])C=C1)OC 4-(2-(1H-imidazol-1-yl) ethoxy)-3-methoxybenzoate